C(=O)C1CC(C1)OC=1C=C2C(=NC=NN2C1)C1=CC(=C(C=C1)CNC(OC(C)(C)C)=O)C tert-butyl N-[[4-[6-(3-formylcyclobutoxy)pyrrolo[2,1-f][1,2,4]triazin-4-yl]-2-methyl-phenyl]methyl]carbamate